12-methyl-6H-tribenzo[c,f,H]chromen-6-one CC=1C=CC=2C(=COC3=C4C(C5=C(C23)C=CC=C5)=CC(C=C4)=O)C1